4-cyanooxybenzoic acid C(#N)OC1=CC=C(C(=O)O)C=C1